pyrazole mercapto-sodium salt S[Na].N1N=CC=C1